(S)- and (R)-4-(2-((2-oxo-1-phenyl-2-(7-(trifluoromethyl)-1H-indol-3-yl)ethyl)amino)-ethyl)benzenesulfonamide O=C([C@H](C1=CC=CC=C1)NCCC1=CC=C(C=C1)S(=O)(=O)N)C1=CNC2=C(C=CC=C12)C(F)(F)F |r|